ClC1=CC=C2C(=C1)NC([C@]21N(C(C=2C1=C(N(C2)C=2C(=NC(=NC2)OC)OC)C(C)C)=O)C2=CC(=C(C=C2)F)F)=O (3S)-6-chloro-2'-(3,4-difluorophenyl)-5'-(2,4-dimethoxypyrimidin-5-yl)-6'-(propan-2-yl)-1,2,3',5'-tetrahydro-2'h-spiro[indole-3,1'-pyrrolo[3,4-c]pyrrole]-2,3'-dione